4-bromo-N-(3-((1s,3s)-3-methyl-1-(4-methyl-4H-1,2,4-triazol-3-yl)cyclobutyl)phenyl)quinoline-2-carboxamide BrC1=CC(=NC2=CC=CC=C12)C(=O)NC1=CC(=CC=C1)C1(CC(C1)C)C1=NN=CN1C